CS(=O)(=O)N1CCC2(CC[C@@H]([C@@H]2O)[C@H]2N3C(C4=CC=CC=C24)=CN=C3)CC1 (1S,2R)-8-(methylsulfonyl)-2-((R)-5H-imidazo[5,1-a]isoindol-5-yl)-8-azaspiro[4.5]decan-1-ol